(S)-3-isopropyl-4-methylpiperazine-1-carboxylic acid tert-butyl ester C(C)(C)(C)OC(=O)N1C[C@@H](N(CC1)C)C(C)C